FC(OC1=CC=C(C=C1)NC(=O)C=1C2=C(SC1NC(=O)C1C(CCCC1)C(=O)O)CCC2)(F)F 2-[[3-[[4-(Trifluoromethoxy)phenyl]carbamoyl]-5,6-dihydro-4H-cyclopenta[b]thiophen-2-yl]carbamoyl]cyclohexanecarboxylic acid